N-Ethyl-2-((5-(2-(6-(ethyl-(methyl)amino)-2-methylhexan-3-yl)-2,6-diazaspiro[3.4]oct-6-yl)-1,2,4-triazin-6-yl)oxy)-5-fluoro-N-isopropylbenzamide fumarate C(\C=C\C(=O)O)(=O)O.C(C)N(C(C1=C(C=CC(=C1)F)OC1=C(N=CN=N1)N1CC2(CN(C2)C(C(C)C)CCCN(C)CC)CC1)=O)C(C)C